N1=CN=C2N=CNC2=C1N[C@H]1[C@H]([C@@H]([C@H]([C@@H](O1)CO)NC(=O)[C@@H]1NCCC1)O)O (R)-N-((2R,3R,4R,5S,6R)-6-((7H-purin-6-yl)amino)-4,5-dihydroxy-2-(hydroxymethyl)tetrahydro-2H-pyran-3-yl)pyrrolidine-2-carboxamide